2-{2-chloro-4-[(1S)-2,3-dihydro-1H-inden-1-ylamino]-6H,7H-imidazo[2,1-f][1,2,4]Triazin-7-yl}oxetan-2-ol ClC1=NN2C(C(=N1)N[C@H]1CCC3=CC=CC=C13)=NCC2C2(OCC2)O